[Na+].C(\C=C/C(=O)[O-])(=O)OC monomethyl maleate sodium salt